C(CCC)(=O)NC1=NC=NN2C1=CC=C2[C@H]2[C@@H]([C@@H]([C@@](O2)(C#N)CO[P@](=O)(OC2=CC=CC=C2)N[C@@H](C)C(=O)OC2CCCCC2)O)O Cyclohexyl ((S)-(((2R,3S,4R,5S)-5-(4-butyramidopyrrolo[2,1-f][1,2,4]triazin-7-yl)-2-cyano-3,4-dihydroxytetrahydrofuran-2-yl)methoxy)(phenoxy)phosphoryl)-L-alaninate